Methyl 3-[5-acetyl-4-fluorothiophen-2-yl]-3-(3-{[(4-Methoxybenzyl) oxy] methyl}-4-methylphenyl)-2,2-dimethylpropanoate C(C)(=O)C1=C(C=C(S1)C(C(C(=O)OC)(C)C)C1=CC(=C(C=C1)C)COCC1=CC=C(C=C1)OC)F